Dinitro-ortho-Cresol CC1=CC(=CC(=C1O)[N+](=O)[O-])[N+](=O)[O-]